6-[1-(oxetan-3-yl)-6-oxo-1,6-dihydropyridin-3-yl]pyrazine-2-carboxamide O1CC(C1)N1C=C(C=CC1=O)C1=CN=CC(=N1)C(=O)N